[Ti].[Mg].O water magnesium-titanium